4-phenethylazepane-1,4-dicarboxylic acid 1-tert-butyl 4-ethyl ester C(C)OC(=O)C1(CCN(CCC1)C(=O)OC(C)(C)C)CCC1=CC=CC=C1